1-[[5-(4-fluoro-3-methoxy-phenyl)-6-isopropyl-1H-pyrrolo[2,3-f]indazol-7-yl]methyl]cyclopropanecarboxylic acid FC1=C(C=C(C=C1)N1C(=C(C2=C1C=C1C=NNC1=C2)CC2(CC2)C(=O)O)C(C)C)OC